bromo-1-((2-(trimethylsilyl)ethoxy)methyl)-1H-imidazole-2-carboxylic acid ethyl ester C(C)OC(=O)C=1N(C=C(N1)Br)COCC[Si](C)(C)C